5-methoxy-6-(3-methylimidazo[4,5-c]pyridin-7-yl)-3-(4-morpholinoanilino)pyrazine-2-carboxamide COC=1N=C(C(=NC1C=1C2=C(C=NC1)N(C=N2)C)C(=O)N)NC2=CC=C(C=C2)N2CCOCC2